C1(CC1)CC(=O)O (S)-2-cyclopropylacetic acid